O1C=CC2=C1C=CC(=C2)S(=O)(=O)N2N=C1C(=C2)CNC1 2-(1-benzofuran-5-sulfonyl)-4H,5H,6H-pyrrolo[3,4-c]pyrazole